FC1=CC=C(C=C1)[C@H]1N(C[C@@H](N(C1)C(C(C)(C)C)=O)C)C(C(=O)OCC(F)(F)F)=O |r| rac-2,2,2-trifluoroethyl 2-((2R,5S)-2-(4-fluorophenyl)-5-methyl-4-pivaloylpiperazin-1-yl)-2-oxoacetate